FC1=CC=C2CC[C@@H](C2=C1)NC(=NO)C=1C(=NON1)OCC(=O)NCCO 2-[(4-{N-[(1S)-6-Fluoro-2,3-dihydro-1H-inden-1-yl]-N'-hydroxycarbamimidoyl}-1,2,5-oxadiazol-3-yl)oxy]-N-(2-hydroxyethyl)acetamid